C1(=CC=C(C=C1)N(C1=CC=CC=C1)C=1C2=CC=CC=C2C(=C2C=CC=CC12)N(C1=CC=CC=C1)C1=CC=C(C=C1)C)C 9,10-bis[N-(p-tolyl)anilinyl]anthracene